tert-butyl 6-chloro-1-[2-(piperazin-1-yl)ethyl]-3-[3-(5,6,7,8-tetrahydronaphthalen-1-yloxy)propyl]-7-(1,3,5-trimethyl-1H-pyrazol-4-yl)-1H-indole-2-carboxylate ClC1=CC=C2C(=C(N(C2=C1C=1C(=NN(C1C)C)C)CCN1CCNCC1)C(=O)OC(C)(C)C)CCCOC1=CC=CC=2CCCCC12